6-fluoro-4-methoxy-2-(4-methyl-2-pyrimidinyl)-5-trifluoromethylpyrimidine FC1=C(C(=NC(=N1)C1=NC=CC(=N1)C)OC)C(F)(F)F